(2R,3R,4R,5R)-4-benzyloxy-5-((benzyloxy)methyl)-2,3-dimethoxytetrahydrofuran C(C1=CC=CC=C1)O[C@H]1[C@H]([C@@H](O[C@@H]1COCC1=CC=CC=C1)OC)OC